C(C)C1=C2C=C(NC2=C(C=C1)F)C(=O)O 4-ethyl-7-fluoro-1H-indole-2-carboxylic acid